C1(CC1)C=1C(=C(C=C(C1)CN1C[C@H](OCC1)C)C(C)=O)O (R)-1-(3-cyclopropyl-2-hydroxy-5-((2-methylmorpholinyl)methyl)phenyl)ethan-1-one